2-((2R,5S)-4-(5-(7,8-dimethyl-[1,2,4]triazolo[1,5-a]pyridin-6-yl)-6-isopropyl-4H-pyrrolo[3,2-d]thiazol-2-yl)-2,5-dimethylpiperazin-1-yl)acetamide CC1=C(C=2N(C=C1C1=C(C=3N=C(SC3N1)N1C[C@H](N(C[C@@H]1C)CC(=O)N)C)C(C)C)N=CN2)C